4-(2,6-Dimethoxyphenyl)-5-(6-ethoxypyridin-2-yl)-N-(((3-fluoropyridin-2-yl)methyl)sulfonyl)-4H-1,2,4-triazole-3-carboxamide COC1=C(C(=CC=C1)OC)N1C(=NN=C1C1=NC(=CC=C1)OCC)C(=O)NS(=O)(=O)CC1=NC=CC=C1F